(1-(4-(2,6-bis(benzyloxy)pyridin-3-yl)-3,5-difluorophenyl)azetidin-3-yl)methanol C(C1=CC=CC=C1)OC1=NC(=CC=C1C1=C(C=C(C=C1F)N1CC(C1)CO)F)OCC1=CC=CC=C1